N-(2-amino-1-(3-chloro-phenyl)ethyl)-1-(5-methyl-2-((tetrahydro-2H-pyran-4-yl)amino)-pyrimidin-4-yl)-1H-imidazole-4-carboxamide NCC(C1=CC(=CC=C1)Cl)NC(=O)C=1N=CN(C1)C1=NC(=NC=C1C)NC1CCOCC1